2-(difluoromethylthio)-5-phenyl-6,7-dihydro-5H-pyrrolo[1,2-b][1,2,4]triazole FC(SC=1N=C2N(N1)C(CC2)C2=CC=CC=C2)F